S(=O)(=O)(CCOC)CCOC 1,1'-Sulfonylbis[2-methoxyethane]